N-(3-((5-bromo-2-chloropyrimidin-4-yl)amino)propyl)-N-methylcyclobutaneamide BrC=1C(=NC(=NC1)Cl)NCCCN(C(=O)C1CCC1)C